N=[Zn] iminozinc